COCCO[C@@H]1CC[C@H](CC1)NC1=NN2C(C=N1)=C(C=C2)C=2C=CC1=C(N(N=N1)C)C2 N-(trans-4-(2-methoxyethoxy)cyclohexyl)-5-(1-methyl-1H-benzo[d][1,2,3]triazol-6-yl)pyrrolo[2,1-f][1,2,4]triazin-2-amine